C(N1C(C=2C=CC=CC2C2=C1N(N=C2)C2CNCC2)=O)([2H])([2H])[2H] 4-(methyl-d3)-3-(pyrrolidin-3-yl)-3,4-dihydro-5H-pyrazolo[3,4-c]isoquinolin-5-one